FC=1C(=NC(=NC1)NC=1C(=NNC1)C)OCC1CC(CC1)O 4-((5-fluoro-4-((3-hydroxy-cyclopentyl)methoxy)pyrimidin-2-yl)amino)-3-methyl-1H-pyrazol